6-(3-((1-(3-fluoro-5-methoxyphenyl)cyclopropyl)glycyl)-3,8-diazabicyclo[3.2.1]octan-8-yl)nicotinonitrile FC=1C=C(C=C(C1)OC)C1(CC1)NCC(=O)N1CC2CCC(C1)N2C2=NC=C(C#N)C=C2